CC1=C(C=CC=C1)C(F)(F)F Methyl-2-(trifluoromethyl)benzene